P(=O)(O)(O)OC[C@H]([C@H](C=O)O)O D-erythrose 4-phosphoate